FC(C1(CC1)CNC=1N=CC(=NC1)C1CN(C1)C=O)(F)F [3-[5-[[1-(trifluoromethyl)cyclopropyl]methylamino]pyrazin-2-yl]azetidin-1-yl]methanone